4-(2-((((1S,4S)-4-(3-(difluoromethyl)-4-((diphenylmethylene)amino)-1H-pyrazol-1-yl)-1-Hydroxycyclohexyl)methyl)(methyl)amino)ethyl)piperidine-1-carboxylate FC(C1=NN(C=C1N=C(C1=CC=CC=C1)C1=CC=CC=C1)C1CCC(CC1)(O)CN(CCC1CCN(CC1)C(=O)[O-])C)F